FC1=CC=C(C=C1)C=1C=C2C(=NC=NC2=C(C1)OC1CCN(C2(CCC2)C1)C(=O)OC(C)(C)C)N[C@H](C)C=1C=NC(=NC1)C(F)(F)F tert-butyl 8-((6-(4-fluorophenyl)-4-(((R)-1-(2-(trifluoromethyl)pyrimidin-5-yl)ethyl)amino)quinazolin-8-yl)oxy)-5-azaspiro[3.5]nonane-5-carboxylate